FC(CN1[C@@H](C=2NC3=CC=CC=C3C2C[C@H]1C)C=1C=NC(=NC1)N1CCC(CC1)C=O)F 1-(5-((1R,3R)-2-(2,2-difluoroethyl)-3-methyl-2,3,4,9-tetrahydro-1H-pyrido[3,4-b]indol-1-yl)pyrimidin-2-yl)piperidine-4-carbaldehyde